2-(2,6-dioxo-3-piperidyl)-4-[2-(4-piperidyl)ethoxy]isoindoline-1,3-dione hydrochloride Cl.O=C1NC(CCC1N1C(C2=CC=CC(=C2C1=O)OCCC1CCNCC1)=O)=O